CC(=CCC/C(=C/CC/C(=C/CC1=C(C=CC(=C1)CCC(=O)C2=C(C=C(C=C2O)O)O)O)/C)/C)C The molecule is a member of the class of dihydrochalones that is dihydrochalcone hydroxylated at C-2', C-4', C-6' and C-4 and substituted by a farnesyl group at C-3. It is isolated from the aerial parts of Boronia bipinnata and exhibits antimalarial activity. It has a role as a metabolite and an antimalarial. It is a member of dihydrochalcones and a polyphenol.